acryloxybenzenesulfonic acid C(C=C)(=O)OC1=C(C=CC=C1)S(=O)(=O)O